7-(1,1-dioxidoisothiazolidin-2-yl)-1H-indole-6-carbonitrile O=S1(N(CCC1)C=1C(=CC=C2C=CNC12)C#N)=O